(Z)-tert-butyl 4-((1-((5-acetyl-2-isopropoxyphenyl)imino)-1H-isochromen-3-yl)methyl)piperazine-1-carboxylate C(C)(=O)C=1C=CC(=C(C1)\N=C\1/OC(=CC2=CC=CC=C12)CN1CCN(CC1)C(=O)OC(C)(C)C)OC(C)C